NC=1N(C=2C=3C1C(NCC3C(=CN2)C)=O)C2=C(C(=CC=C2C)O)C 2-amino-1-(3-hydroxy-2,6-dimethylphenyl)-6-methyl-4,5-dihydropyrrolo[4,3,2-de][2,6]naphthyridin-3(1H)-one